FC=1C=C2C(=CC1)S(=O)(=O)OS2(=O)=O 4-fluoro-1,2-benzenedisulfonic anhydride